FC(C1=C(C=CC(=C1)C(F)(F)F)C(=O)NC=1C=C(C2=C(NC(=N2)COC)C1)C(=O)NC1=C(C(=CC=C1)Cl)C)(F)F 6-({[2,4-Bis(trifluoromethyl)phenyl]carbonyl}amino)-N-(3-chloro-2-methylphenyl)-2-(methoxymethyl)-1H-benzoimidazole-4-carboxamide